1,4-Piperazine C1CNCCN1